C(C1=CC=CC=C1)N1CCN(C2=CC=C(C=C12)OC)S(=O)(=O)C1=CC(=C(C=C1)OC)OC 4-benzyl-1-((3,4-dimethoxyphenyl)sulfonyl)-6-methoxy-1,2,3,4-tetrahydroquinoxaline